4-(3,6-dihydro-2H-pyran-4-yl)pyridin-3-amine O1CCC(=CC1)C1=C(C=NC=C1)N